7-hydroxy-1-methyl-2H-benzo[d][1,3]oxazine-2,4(1H)-dione OC=1C=CC2=C(N(C(OC2=O)=O)C)C1